tert-butyl 4-{[(6R)-6-{2-[(carbamoylmethyl)amino]-6-(methoxycarbonyl) pyridin-3-yl}-2,2-difluoro-7-azaspiro[3.5]nonan-7-yl]methyl}-5-methoxy-7-methylindole-1-carboxylate C(N)(=O)CNC1=NC(=CC=C1[C@H]1CC2(CC(C2)(F)F)CCN1CC1=C2C=CN(C2=C(C=C1OC)C)C(=O)OC(C)(C)C)C(=O)OC